C1OCC12CC(C2)N2N=CC(=C2)C=2N(C=CC2)S(=O)(=O)C2=CC=C(C)C=C2 2-(1-(2-oxaspiro[3.3]heptan-6-yl)-1H-pyrazol-4-yl)-1-p-toluenesulfonyl-1H-pyrrole